C(C(C)C)NCC=1C=C2C(NC=NC2=C(C1)C(F)(F)F)=O 6-((isobutylamino)methyl)-8-(trifluoromethyl)quinazolin-4(3H)-one